2-(4-acetylphenyl)-11-cyclopropyl-10-hydroxy-7,7-dimethyl-5,12b-dihydro-1H,7H-chromeno[4,3-c][1,2,4]triazolo[1,2-a]Pyridazine C(C)(=O)C1=CC=C(C=C1)N1CN2N(CC=C3C2C=2C=C(C(=CC2OC3(C)C)O)C3CC3)C1